5-(4-cyclopropyl-3-oxopiperazine-1-carbonyl)-2-hydroxy-3-methylbenzaldehyde C1(CC1)N1C(CN(CC1)C(=O)C=1C=C(C(=C(C=O)C1)O)C)=O